2-[(4-{3-[(4-fluorophenyl)methyl]benzoyl}piperazin-1-yl)methyl]-1-{[(2S)-oxetan-2-yl]methyl}-1H-1,3-benzodiazole-6-carboxylic acid FC1=CC=C(C=C1)CC=1C=C(C(=O)N2CCN(CC2)CC2=NC3=C(N2C[C@H]2OCC2)C=C(C=C3)C(=O)O)C=CC1